S1C2=C(C=C1C1=CC=C(C=C1)NC([C@H](CC(C)C)NC1=CC=C(C(=O)NCCC(=O)OCC)C=C1)=O)C=CC=C2 Ethyl (S)-3-(4-((1-((4-(benzo[b]thiophen-2-yl)phenyl)amino)-4-methyl-1-oxopentan-2-yl)amino)benzamido)propanoate